1-(4-((4-((5-Cyclopropyl-1H-pyrazol-3-yl)amino)pyrimidin-2-yl)(methyl)amino)piperidin-1-yl)-2,2-dimethylpropan-1-one C1(CC1)C1=CC(=NN1)NC1=NC(=NC=C1)N(C1CCN(CC1)C(C(C)(C)C)=O)C